C(#N)C1=CC(=NC=C1)NC(C1=CC=CC=C1)=O N-(4-cyanopyridin-2-yl)benzamide